6-hydrazino-8-phenyl-7H-purine N(N)C1=C2NC(=NC2=NC=N1)C1=CC=CC=C1